di(t-butyl)phenol C(C)(C)(C)C=1C(=C(C=CC1)O)C(C)(C)C